rac-(1R*,2S*,3R*)-2-(3-chlorophenyl)-3-(hydroxymethyl)cyclopropane-1-carboxylic acid ClC=1C=C(C=CC1)[C@@H]1[C@H]([C@@H]1CO)C(=O)O |r|